Cl.C(C)[C@H]1OC2=C(CNC1)N=C(C=C2)C (2R)-2-ethyl-7-methyl-2,3,4,5-tetrahydropyrido[2,3-f][1,4]oxazepine hydrochloride